3H,5H,9H-imidazo[1,2-a]Purin-9-one N1=CNC=2N=C3N(C(C12)=O)C=CN3